ethyl 2-methylbutanoate (ethyl 2-methyl butyrate) C(C)C(C(=O)O)(CC)C.CC(C(=O)OCC)CC